N6,N6,N6-Trimethyl-L-lysine C[N+](C)(C)CCCC[C@@H](C(=O)[O-])N